FC1=C(C(=CC=C1)O)NC(=O)C1=NC(=NC=C1C=C)NC1=CC=C(C=C1)N1CCN(CC1)C N-(2-fluoro-6-hydroxyphenyl)-2-((4-(4-methylpiperazin-1-yl)phenyl)amino)-5-vinylpyrimidine-4-carboxamide